3-(1,4-dimethyl-1H-benzo[d][1,2,3]triazol-5-yl)-3-(3-(2,2-dimethyl-2,3-dihydrobenzo[f][1,4]oxazepin-4(5H)-yl)-2,3-dihydro-1H-inden-5-yl)propanoic acid, formic acid salt C(=O)O.CN1N=NC2=C1C=CC(=C2C)C(CC(=O)O)C=2C=C1C(CCC1=CC2)N2CC(OC1=C(C2)C=CC=C1)(C)C